4-(4-((1R,5S)-8-azabicyclo[3.2.1]octan-3-yl)-8-fluoro-2-(((2R,7aS)-2-fluorotetrahydro-1H-pyrrolizin-7a(5H)-yl)methoxy)pyrido[4,3-d]pyrimidin-7-yl)-5,6-difluoronaphthalen-2-ol [C@H]12CC(C[C@H](CC1)N2)C=2C1=C(N=C(N2)OC[C@]23CCCN3C[C@@H](C2)F)C(=C(N=C1)C1=CC(=CC2=CC=C(C(=C12)F)F)O)F